2,2-difluoroethyl(trans-4-((4-(4-chloro-1-methyl-1H-pyrazol-3-yl)-5-cyanopyrimidin-2-yl)amino)cyclohexyl)(4-(2-methoxypyrimidin-5-yl)pyridin-2-yl)carbamate FC(COC(N(C1=NC=CC(=C1)C=1C=NC(=NC1)OC)[C@@H]1CC[C@H](CC1)NC1=NC=C(C(=N1)C1=NN(C=C1Cl)C)C#N)=O)F